4-((2-((((9H-fluoren-9-yl)methoxy)carbonyl)amino)ethyl)amino)-4-oxobutanoic acid C1=CC=CC=2C3=CC=CC=C3C(C12)COC(=O)NCCNC(CCC(=O)O)=O